1,2-dithiolanecarboxylic acid S1SC(CC1)C(=O)O